[Na+].[O-]C(=O)C(C)C1=CC=C(CC(C)C)C=C1 Ibuprofen Sodium Salt